C(#N)C=1C=CC(=C(C1)C=1N=NC(=CC1C(=O)N)C)NC1CC1 (5-cyano-2-(cyclopropylamino)phenyl)-6-methylpyridazine-4-carboxamide